C[Si]1(CCNCC1)C 4,4-dimethyl-1,4-azasilinane